O1C(OCC1)C1CCN(CC1)C1=CC=C(C(=O)OC)C=C1 Methyl 4-[4-(1,3-dioxolan-2-yl)-1-piperidyl]benzoate